C(C1=CC=CC=C1)[C@@H]1N(C(OC1)=O)C([C@@H](CNC(OC(C)(C)C)=O)C1CC1)=O tert-butyl ((R)-3-((S)-4-benzyl-2-oxooxazolidin-3-yl)-2-cyclopropyl-3-oxopropyl)carbamate